BrC1=C(C=C(C=C1)OC)CC(=O)O 2-(2-Bromo-5-methoxyphenyl)acetic acid